F[C@H]1C[C@@H](N(C1)C=1C=CC=2N(N1)C(=CN2)C(=O)N[C@@H]2CN(CC2)CC=2C=C(C(=O)OCCCC)C=CC2)C2=C(C=CC(=C2)F)SC Butyl 3-{[(3S)-3-{6-[(2R,4S)-4-fluoro-2-[5-fluoro-2-(methylsulfanyl)phenyl]pyrrolidin-1-yl]imidazo[1,2-b]pyridazine-3-amido}pyrrolidin-1-yl]methyl}benzoate